FC1=C(C(=C2C=CN(C2=C1F)S(=O)(=O)C1=CC=C(C=C1)C)SC(C)C)OC=1C=CC(=C(C#N)C1)F 5-[6,7-difluoro-4-isopropylsulfanyl-1-(p-tolylsulfonyl)indol-5-yl]oxy-2-fluoro-benzonitrile